ClC=1C=CC(=NC1)COC1=CC=CC(=N1)C=1CCN(CC1)CC1=NC2=C(N1C[C@H]1OCC1)C=C(C=C2)C(=O)O (S)-2-((6-((5-chloropyridin-2-yl)methoxy)-3',6'-dihydro-[2,4'-bipyridin]-1'(2'H)-yl)methyl)-1-(oxetan-2-ylmethyl)-1H-benzo[d]imidazole-6-carboxylic acid